BrC1=C(NC=2C1=NC=CC2)C2=C(C=NC=C2)O[C@H]2CN(CC2)C(=O)OC(C)(C)C |r| tert-butyl (3RS)-3-{[4-(3-bromo-1H-pyrrolo[3,2-b]pyridin-2-yl)pyridin-3-yl]oxy}pyrrolidine-1-carboxylate